Methyl 2-((((benzyloxy)carbonyl)amino)methyl)-1H-benzo[d]imidazole-7-carboxylate Methyl-2,3-diaminobenzoate COC(C1=C(C(=CC=C1)N)N)=O.C(C1=CC=CC=C1)OC(=O)NCC1=NC2=C(N1)C(=CC=C2)C(=O)OC